CN1N=CC(=C1)NC1=NC=C(C(=N1)OC1=CC(=CC=C1)[N+](=O)[O-])C1=CC=C(C=C1)C(F)(F)F N-(1-methyl-1H-pyrazol-4-yl)-4-(3-nitrophenoxy)-5-(4-(trifluoromethyl)phenyl)pyrimidin-2-amine